(3-bromo-1-(2,6-difluorophenyl-1,2-dihydro-6-methyl-2-oxopyridin-4-yloxy) methyl)-5-fluorobenzyl carbamate C(N)(OC(C1=CC=CC(=C1)F)COC1=C(C(N(C(=C1)C)C1=C(C=CC=C1F)F)=O)Br)=O